FC=1C=C(OC2=CC=C(C=C2)NC(OCC=2C(=C3C(N(CC3=CC2)C2C(NC(CC2)=O)=O)=O)OCC)=O)C=CC1F [2-(2,6-dioxopiperidin-3-yl)-4-ethoxy-3-oxo-2,3-dihydro-1H-isoindol-5-yl]methyl N-[4-(3,4-difluorophenoxy)phenyl]carbamate